NC(C[C@@H](C)NC(OC(C)(C)C)=O)=O tert-butyl (R)-(4-Amino-4-oxobutan-2-yl)carbamate